(S)-5-(2-aminoethyl)-N-(2-chloro-3-(3'-chloro-6-methoxy-5-((((5-oxopyrrolidin-2-yl)methyl)amino)methyl)-[2,4'-bipyridin]-2'-yl)phenyl)thiazole-2-carboxamide NCCC1=CN=C(S1)C(=O)NC1=C(C(=CC=C1)C1=NC=CC(=C1Cl)C1=NC(=C(C=C1)CNC[C@H]1NC(CC1)=O)OC)Cl